C(C#CC)(=O)N1[C@@H](C[C@H](CC1)N1N=NC=2C(=NC=3C(=C(C(=CC3C21)Cl)C=2C=CC=C1C=CC=NC21)Cl)N2CC(C2)N(C)C)CC#N ((2S,4S)-1-(but-2-ynoyl)-4-(6,8-dichloro-4-(3-(dimethylamino)azetidin-1-yl)-7-(quinolin-8-yl)-1H-[1,2,3]triazolo[4,5-c]quinolin-1-yl)piperidin-2-yl)acetonitrile